2-methoxy-4-methyl-5-methylsulfinylphenyl-propylamine COC1=C(C=C(C(=C1)C)S(=O)C)NCCC